Pyridazine-2-carboxamide N1N(C=CC=C1)C(=O)N